CC(C(=O)NC1=C(C(=CC(=C1)NC(CC(C)(C)C)=O)NC(C(CC)(C)C)=O)N)(CC)C 1,3-bis(2,2-dimethylbutyrylamino)-5-(3,3-dimethylbutyrylamino)-aminobenzene